ClC1=C(C=C(OCC(=O)N[C@H]2CC[C@@H](NC2)C(=O)NC2=CC(=CC=C2)C(F)F)C=C1)F (2r,5s)-5-[2-(4-chloro-3-fluorophenoxy)acetamido]-N-[3-(difluoromethyl)phenyl]piperidine-2-carboxamide